CC1(C(C(C(CC1)C)C)C#N)C 2,2,5,6-TETRAMETHYLCYCLOHEXANE-1-CARBONITRILE